4,4-dimethyl-2-thiazolidinethione CC1(NC(SC1)=S)C